[N+](=O)([O-])C=1C(=NC(=CC1)NCCC)NS(=O)(=O)CC N-(3-nitro-6-(propylamino)pyridin-2-yl)ethanesulfonamide